3-[3-(octahydroisoquinolin-2(1H)-ylsulfonyl)phenyl]-3-[4-(7H-pyrrolo[2,3-d]pyrimidin-4-yl)-1H-pyrazol-1-yl]propane-nitrile trifluoroacetate FC(C(=O)O)(F)F.C1N(CCC2CCCCC12)S(=O)(=O)C=1C=C(C=CC1)C(CC#N)N1N=CC(=C1)C=1C2=C(N=CN1)NC=C2